C1(CC1)CCN(C1=C2CN(C(C2=CC=C1)=O)N1C(CCCC1=O)=O)C1CCC(CC1)N1CCCC1 4-[(2-cyclopropylethyl)[(1r,4r)-4-(pyrrolidin-1-yl)cyclohexyl]amino]-1-oxo-3H-isoindol-2-ylpiperidine-2,6-dione